BrC=1C=C2C(=NC(=NC2=C2C1CCC2)C)NC(C)C=2C=C(C=C(C2)C(F)(F)F)NC(C)=O N-(3-(1-((6-bromo-2-methyl-8,9-dihydro-7H-cyclopenta[H]quinazolin-4-yl)amino)ethyl)-5-(trifluoromethyl)phenyl)acetamide